(3R)-3-amino-5-benzyl-8-fluoro-1,1-dioxo-7-[5-(1,2,2,2-tetrafluoro-1-methoxy-ethyl)-1,2,4-oxadiazol-3-yl]-2,3-dihydro-1λ6,5-benzothiazepin-4-one N[C@H]1CS(C2=C(N(C1=O)CC1=CC=CC=C1)C=C(C(=C2)F)C2=NOC(=N2)C(C(F)(F)F)(OC)F)(=O)=O